phenyl-diethyl-aniline C1(=CC=CC=C1)C1=C(N(CC)CC)C=CC=C1